4-nitroaniline phosphorus dichloride [P](Cl)Cl.[N+](=O)([O-])C1=CC=C(N)C=C1